2-[[3-[bis(carboxymethyl)amino]-2-hydroxypropyl]-(carboxymethyl)amino]acetic acid C(=O)(O)CN(CC(CN(CC(=O)O)CC(=O)O)O)CC(=O)O